NC=1C=C2C=CC(=NC2=CC1)C(=O)NCCN(CC)CC 6-amino-N-(2-(diethylamino)ethyl)quinoline-2-formamide